FC(C=1C(=C(C=CC1)[C@@H](C)NC(=O)C1=CN(C(C=C1NC1[C@@H]2CN(C[C@H]12)C)=O)C1CC2(CC2)C1)F)F N-((R)-1-(3-(difluoromethyl)-2-fluorophenyl)ethyl)-4-(((1R,5S,6s)-3-methyl-3-azabicyclo[3.1.0]hex-6-yl)amino)-6-oxo-1-(spiro[2.3]hex-5-yl)-1,6-dihydropyridine-3-carboxamide